BrC1=C2C(=NC(=NC2=C(C=C1F)F)SC)N1[C@@H]([C@@H]2CC[C@H](C1)N2C(=O)OC(C)(C)C)C=C Tert-Butyl (1S,2R,5R)-3-(5-bromo-6,8-difluoro-2-(methylthio)quinazolin-4-yl)-2-vinyl-3,8-diazabicyclo[3.2.1]octane-8-carboxylate